ClC1=CC(=NC=C1)[C@H]1[C@@H](C1)C(=O)N |r| rac-(1R,2R)-2-(4-chloropyridin-2-yl)cyclopropane-1-carboxamide